C(C(C(=O)[O-])[NH3+])OP(=O)([O-])[O-] The molecule is an organophosphate oxoanion that is the dianionic form of O-phosphoserine having anionic phosphate and carboxy functions and a protonated amino group. It is a conjugate base of an O-phosphoserine.